CC=1C(=CC=CC1)N ortho-tolueneAmine